[3-(dimethylamino)propoxy]-2-methylpyrido[3,4-d]pyrimidin CN(CCCOC=1C2=C(N=C(N1)C)C=NC=C2)C